tert-butyl N-(2-cyano-6-fluorophenyl)carbamate C(#N)C1=C(C(=CC=C1)F)NC(OC(C)(C)C)=O